(S)-3-amino-3-(4-(ethylsulfonyl)phenyl)propanoic acid methyl ester hydrochloride Cl.COC(C[C@@H](C1=CC=C(C=C1)S(=O)(=O)CC)N)=O